FC(C1=CC(=C(C=C1)NC(OC)=O)C(N[C@H](C(C(=O)NC)=O)C[C@H]1C(N[C@@H](C1)C)=O)=O)F methyl N-[4-(difluoromethyl)-2-[[(1S)-3-(methylamino)-1-[[(3S,5R)-5-methyl-2-oxo-pyrrolidin-3-yl]methyl]-2,3-dioxo-propyl]carbamoyl]phenyl]carbamate